methyl-tertiary butanol CCC(C)(C)O